C1(C=CC=C1)[Ti](C1=C(C(=CC=C1F)N1CC=CC=C1)F)(C1=C(C(=CC=C1F)N1CC=CC=C1)F)C1C=CC=C1 bis(cyclopentadienyl)bis(2,6-difluoro-3-(pyridin-1-yl)-benzene-1-yl)titanium